tert-Butyl (2S,3R,6S)-3-(((5-chloropyridin-2-yl)amino)methyl)-2,6-dimethylmorpholine-4-carboxylate ClC=1C=CC(=NC1)NC[C@H]1N(C[C@@H](O[C@H]1C)C)C(=O)OC(C)(C)C